C(C)(=O)O[C@@H]1CN(CC[C@H]1C1=C(C(=C(C=C1OC)OC)C(C)=O)O)C (3S,4S)-4-(3-acetyl-2-hydroxy-4,6-dimethoxyphenyl)-1-methylpiperidin-3-yl acetate